CC1=CC=C(C=C1)S(=O)(=O)OCCOCCOCCOCCCC=1C=C2C(N(C(C2=CC1)=O)C1C(NC(CC1)=O)=O)=O 2-[2-[2-[3-[2-(2,6-dioxo-3-piperidyl)-1,3-dioxo-isoindolin-5-yl]propoxy]ethoxy]ethoxy]ethyl 4-methylbenzenesulfonate